2-(4-((2,4-diaminopyrimidin-5-yl)methyl)-2,6-dimethoxyphenoxy)acetic acid NC1=NC=C(C(=N1)N)CC1=CC(=C(OCC(=O)O)C(=C1)OC)OC